monomethyl monomethacrylate C(C(=C)C)(=O)OC